ClC=1C(=C(CN2[C@@H](C[C@@](CC2)(C(=O)O)CC2=NC(=CC=C2F)NC2=NNC(=C2)C)CC)C=CC1)F (2R,4R)-1-(3-chloro-2-fluorobenzyl)-2-ethyl-4-((3-fluoro-6-((5-methyl-1H-pyrazol-3-yl)amino)pyridin-2-yl)methyl)piperidine-4-carboxylic acid